C12C3CC3C(CC1)O2 8-oxatricyclo[3.2.1.02,4]octane